ClC1=C(OCC=2C=C(C(=O)O)C=C(C2)C)C=CC(=C1)C(F)(F)F 3-((2-chloro-4-(trifluoromethyl)phenoxy)methyl)-5-methylbenzoic acid